FC1=CC=C2C=CC(N(C2=C1OCC=O)C)=O 2-((7-fluoro-1-methyl-2-oxo-1,2-dihydroquinolin-8-yl)oxy)acetaldehyde